C(CCCC=CCC=CCC=CCC=CCCCCC)(=O)[O-] 5,8,11,14-eicosatetraenoate